N1-(benzo[d]oxazol-6-yl)benzene-1,2-diamine O1C=NC2=C1C=C(C=C2)NC=2C(=CC=CC2)N